(2S)-2-(4,4-difluoro-6'-oxo-1'-(2,2,2-trifluoroethyl)-[3,3'-bipiperidin]-1-yl)-N-(5-fluoropyridin-2-yl)propanamide FC1(C(CN(CC1)[C@H](C(=O)NC1=NC=C(C=C1)F)C)C1CN(C(CC1)=O)CC(F)(F)F)F